FC([C@H]1N(C(OC1)=C=O)C=1N=C2N(CCOC3=C2C=CC(=C3)N3[C@@H]([C@@H](CC3)C)C(=O)N)C1)F (2S,3R)-1-(2-((S)-4-(difluoromethyl)-2-carbonyloxazolidin-3-yl)-5,6-dihydrobenzo[f]imidazo[1,2-d][1,4]oxazepin-9-yl)-3-methylpyrrolidine-2-carboxamide